ethyl 4-chloro-8-methoxy-6-methyl-1,7-naphthyridine-3-carboxylate ClC1=C(C=NC2=C(N=C(C=C12)C)OC)C(=O)OCC